2-chloro-3,4-dimethoxy-pyridine ClC1=NC=CC(=C1OC)OC